NC=1SC2=C(N1)C(=CC=C2F)C2=C(C=C1C(=NC(N3C1=C2SCC2(C3)CCC2)=O)N2CCNCC2)C(F)(F)F (S)-11'-(2-amino-7-fluorobenzo[d]thiazol-4-yl)-8'-(piperazin-1-yl)-10'-(trifluoromethyl)-2'H,4'H,6'H-spiro[cyclobutane-1,3'-[1,4]thiazepino[2,3,4-ij]quinazolin]-6'-one